helium (ii) 2,4-diethylcyclobutane C(C)C1CC(C1)CC.[He+2]